CC1(C(O1)C=O)C1=CC(=CC=C1)CCS(=O)(=O)C 3-methyl-3-(3-(2-(methylsulfonyl)ethyl)phenyl)oxirane-2-carbaldehyde